ClC=1C=CC(=NC1)CN1N=C2N([C@@H](CC[C@H]2O)C(=O)N2C[C@H](CC2)F)C1=O |&1:15| (5S,8RS)-2-[(5-Chloropyridin-2-yl)methyl]-5-{[(3S)-3-fluoropyrrolidin-1-yl]carbonyl}-8-hydroxy-5,6,7,8-tetrahydro[1,2,4]triazolo[4,3-a]pyridin-3(2H)-one